O=C1N(CCC(N1)=O)C1=NN(C2=CC(=CC=C12)N1C[C@H]([C@H](CC1)N(C(OC(C)(C)C)=O)C)F)C tert-butyl N-[(3R,4S)-1-[3-(2,4-dioxohexahydropyrimidin-1-yl)-1-methyl-indazol-6-yl]-3-fluoro-4-piperidyl]-N-methyl-carbamate